CC=1C(=NN(C1)CC=1OC=CN1)[N+](=O)[O-] 2-[(4-methyl-3-nitro-pyrazol-1-yl)methyl]oxazole